N-(1-(3-(2-(exo-6-Amino-3-azabicyclo[3.1.0]hexan-3-yl)ethyl)phenyl)-2-oxo-1,2-dihydropyrimidin-4-yl)-4-(1-aminocyclobutane-1-carbonyl)piperazine-1-carboxamide hydrochloride Salt Cl.NC1C2CN(CC12)CCC=1C=C(C=CC1)N1C(N=C(C=C1)NC(=O)N1CCN(CC1)C(=O)C1(CCC1)N)=O